methyl-4-nitro-1H-pyrazole-3-carboxylic acid CN1N=C(C(=C1)[N+](=O)[O-])C(=O)O